CN1C(=NC(=C1)C)C1=CC=C(CN2C3=NC(=NC=C3NC2=O)C2=C(C(=CC=C2)F)C(C)C)C=C1 9-(4-(1,4-dimethyl-1H-imidazol-2-yl)benzyl)-2-(3-fluoro-2-isopropylphenyl)-7,9-dihydro-8H-purin-8-one